methyldiethanolamine dieicosenoate C(C=CCCCCCCCCCCCCCCCCC)(=O)O.C(C=CCCCCCCCCCCCCCCCCC)(=O)O.CN(CCO)CCO